NC1=NC(=CC(=C1)NCCCC)CC1=CC=C(C=C1)CN1CCC1 2-Amino-6-(4-(azetidin-1-ylmethyl)benzyl)-4-(butylamino)pyridin